(3S,4S)-octane-3,4-diol CC[C@@H]([C@H](CCCC)O)O